COC=1C=C(C=CC1)NC1=NC=CC(=N1)C1=NN(C(=C1)C(=O)N[C@H](CN1CCCC1)C)C 3-{2-[(3-methoxyphenyl)amino]pyrimidin-4-yl}-1-methyl-N-[(2S)-1-(pyrrolidin-1-yl)propan-2-yl]-1H-pyrazole-5-carboxamide